C(C)(C)(C)C=1C=C(C=C(C1)C(C)(C)C)C1=CC(=CC=C1)NC1=CC=2C(C3=CC=CC=C3C2C=C1)(C)C N-(3',5'-di-tert-butyl-[1,1'-biphenyl]-3-yl)-9,9-dimethyl-9H-fluoren-2-amine